2-[(3R)-3-aminopyrrolidin-1-yl]-N-[(1R)-1-(1-naphthyl)ethyl]Pyrimidine-4-carboxamide hydrochloride Cl.N[C@H]1CN(CC1)C1=NC=CC(=N1)C(=O)N[C@H](C)C1=CC=CC2=CC=CC=C12